C(C)(=O)O[C@@H]1COCC[C@H]1NC1=NN2C(C=N1)=C(C(=C2C(C(F)(F)F)C)C#N)C(F)F (3S,4R)-4-{[6-cyano-5-(difluoromethyl)-7-(1,1,1-trifluoropropan-2-yl)pyrrolo[2,1-f][1,2,4]triazin-2-yl]amino}oxan-3-yl acetate